S1(NCCC2=C1C=CC=N2)(=O)=O 3,4-dihydro-2H-pyrido[2,3-e][1,2]thiazine 1,1-dioxide